(R)-N-(5-((6-(3-(4-fluoro-3-(3-(trifluoromethyl)-phenoxy)phenyl)-isoxazolidin-2-yl)-pyrimidin-4-yl)-amino)-4-meth-oxy-2-(4-methyl-piperazin-1-yl)-phenyl)acrylamide FC1=C(C=C(C=C1)[C@@H]1N(OCC1)C1=CC(=NC=N1)NC=1C(=CC(=C(C1)NC(C=C)=O)N1CCN(CC1)C)OC)OC1=CC(=CC=C1)C(F)(F)F